N[C@H]1C(CC(O1)=O)CC1=CC=CC=C1 (5R)-5-amino-4-benzyldihydrofuran-2(3H)-one